2-chloro-N-(2-chloro-4-methylpyridin-3-yl)pyridine-3-carboxamide ClC1=NC=CC=C1C(=O)NC=1C(=NC=CC1C)Cl